[N+](=O)([O-])C1=C(N)C=CC(=C1)NC(C)=O 2-nitro-4-acetamidoaniline